4-[(4-Fluoro-2-pyridyl)sulfanyl]-6-[1-[(3S)-3-piperidyl]pyrazol-4-yl]pyrazolo[1,5-a]pyridine-3-carbonitrile FC1=CC(=NC=C1)SC=1C=2N(C=C(C1)C=1C=NN(C1)[C@@H]1CNCCC1)N=CC2C#N